bis(3,5-dimethylphenyl)methylphosphine CC=1C=C(C=C(C1)C)C(C1=CC(=CC(=C1)C)C)P